ClC=1C=CC(=C(C1)C1=CC(=CN=N1)NC1=CC(=NC=C1)NC(CCN1CCN(CC1)C)=O)F N-(4-{[6-(5-Chloro-2-Fluorophenyl)Pyridazin-4-yl]Amino}Pyridin-2-yl)-3-(4-Methylpiperazin-1-yl)Propanamid